C1(CCC1)CNC(C(=O)OCC)=O ethyl 2-(cyclobutylmethylamino)-2-oxo-acetate